N-(4-bromo-2,5-difluorophenyl)-6-(methoxy-d3)-1-tosyl-6-(trifluoromethyl)-4,5,6,7-tetrahydro-1H-indole-3-sulfonamide BrC1=CC(=C(C=C1F)NS(=O)(=O)C1=CN(C=2CC(CCC12)(C(F)(F)F)OC([2H])([2H])[2H])S(=O)(=O)C1=CC=C(C)C=C1)F